3-(1,1-difluoropropan-2-yl)-1-ethyl-1-((S)-2,2,2-trifluoro-1-(5-methoxy-4-(8-methoxyimidazo[1,2-a]pyrazin-6-yl)pyridin-2-yl)ethyl)urea FC(C(C)NC(N([C@H](C(F)(F)F)C1=NC=C(C(=C1)C=1N=C(C=2N(C1)C=CN2)OC)OC)CC)=O)F